dihydro-11H-benzo[b]carbazol-11-one C1C2=C3C(C4=C(C=C3N=C2C=CC1)C=CC=C4)=O